(R)-7-(5-chloro-2-(2-(2,6-dimethyl-4-oxo-6-(4-(trifluoromethoxy)piperidin-1-yl)-5,6,7,8-tetrahydroquinazolin-3(4H)-yl)ethoxy)phenyl)-5-methylthieno[3,2-b]pyridine-3-carboxylic acid ClC=1C=CC(=C(C1)C1=C2C(=NC(=C1)C)C(=CS2)C(=O)O)OCCN2C(=NC=1CC[C@](CC1C2=O)(N2CCC(CC2)OC(F)(F)F)C)C